4-Oxo-4-(2H-thieno[3,2-e]indazol-7-yl)butanoic acid O=C(CCC(=O)O)C1=CC=2C3=CNN=C3C=CC2S1